phenyl-bis(2,4,6-trimethylbenzoyl)phosphorus chloride C1(=CC=CC=C1)[P](C(C1=C(C=C(C=C1C)C)C)=O)(C(C1=C(C=C(C=C1C)C)C)=O)Cl